4-(7-bromo-6-chloro-3-cyano-8-fluoro-2-((trimethylsilyl)ethynyl)quinoline-4-yl)piperazine-1-carboxylate BrC1=C(C=C2C(=C(C(=NC2=C1F)C#C[Si](C)(C)C)C#N)N1CCN(CC1)C(=O)[O-])Cl